FC(C(=O)O)(F)F.OC1CN(C1)C(=O)C1CCNCC1 (3-hydroxyazetidin-1-yl)(piperidin-4-yl)methanone trifluoroacetate